Aluminium Ethyl-phosphonat C(C)P([O-])([O-])=O.[Al+3].C(C)P([O-])([O-])=O.C(C)P([O-])([O-])=O.[Al+3]